C(C1=CC=CC=C1)OC=1C=C2CC(C(C2=C(C1)F)O)C#N 5-(benzyloxy)-7-fluoro-1-hydroxy-2,3-dihydro-1H-indene-2-carbonitrile